C(C)(C)(C)NC N-tert-butyl-N-methylamine